C\C(=C/CO)\CC\C=C(\CC\C=C(\CC\C=C(\CC\C=C(\CC\C=C(\CCC=C(C)C)/C)/C)/C)/C)/C (2E,6E,10E,14E,18E,22E)-3,7,11,15,19,23,27-heptamethyl-octacosa-2,6,10,14,18,22,26-heptaen-1-ol